NC1(CN=C2CCN(CC2=C1)C(=O)NC1=CC=CC=C1)[N+](=O)[O-] 3-amino-N-phenyl-3-nitro-7,8-dihydro-1,6-naphthyridine-6(5H)-carboxamide